O[C@]1(CCNCC12CCCC2)CN2C=C(C(=CC2=O)C2=CC=CC=C2)C(=O)OCC Ethyl (S)-1-((10-hydroxy-7-azaspiro[4.5]decan-10-yl)methyl)-6-oxo-4-phenyl-1,6-dihydropyridine-3-carboxylate